N1N=CC(=C1)C=1C=CC=2N(C1C(F)(F)F)N=C(N2)N[C@H]2CN(CCC2)C2=NC1=C(N2C)C=CC(=C1)NC(C=C)=O (R)-N-(2-(3-((6-(1H-pyrazol-4-yl)-5-(trifluoromethyl)-[1,2,4]triazolo[1,5-a]pyridin-2-yl)amino)piperidin-1-yl)-1-methyl-1H-benzo[d]imidazol-5-yl)acrylamide